ClC=1C=CC(=C(C1)NC(C(=O)OC)=O)N1N=NN=C1 methyl 2-((5-chloro-2-(1H-tetrazol-1-yl) phenyl) amino)-2-oxoacetate